N-[(5-methylpyrazin-2-yl)methyl]-1-[4-(trifluoromethoxy)phenyl]sulfonyl-pyrazole-3-carboxamide CC=1N=CC(=NC1)CNC(=O)C1=NN(C=C1)S(=O)(=O)C1=CC=C(C=C1)OC(F)(F)F